C(#N)C(C(=O)OCC)=NO[C+](N1CCOCC1)N(C)C (1-Cyano-2-ethoxy-2-oxoethylidenaminooxy)dimethylamino-morpholino-carbenium